quinoline sulfate monohydrate O.S(=O)(=O)(O)O.N1=CC=CC2=CC=CC=C12